ClC=1C=CC(=C(NCC2=NC(=CC=C2)CP(C2=CC=CC=C2)C2=CC=CC=C2)C1)P(C1=CC=CC=C1)C1=CC=CC=C1 5-chloro-2-(diphenylphosphino)-N-((6-((diphenylphosphino)methyl)pyridin-2-yl)methyl)aniline